FC=1C=C(C2=C(C1)C1(CC1)CO2)NC2=NC=1N(C(=C2)NC)N=CC1C(=O)NN1CCCC1 5-((5-Fluoro-2H-spiro[benzofuran-3,1'-cyclopropan]-7-yl)amino)-7-(methylamino)-N-(pyrrolidin-1-yl)pyrazolo[1,5-a]pyrimidine-3-carboxamide